benzyl 4-(4-(4-((tert-butyldimethylsilyl) oxy) butoxy)-2-methylphenyl)-3,6-dihydropyridine-1(2H)-carboxylate [Si](C)(C)(C(C)(C)C)OCCCCOC1=CC(=C(C=C1)C=1CCN(CC1)C(=O)OCC1=CC=CC=C1)C